C(C)OC(C[C@H](CCCCCCC1=NC=2NCCCC2C=C1Br)C=1C=NC(=NC1)C)=O.NC1=C(C=C(C=C1)Cl)C(=O)C1=CC=NC=C1 (2-amino-5-chlorophenyl)(pyridin-4-yl)methanone ethyl-(3S)-9-(3-bromo-5,6,7,8-tetrahydro-1,8-naphthyridin-2-yl)-3-(2-methylpyrimidin-5-yl)nonanoate